SC(CC(=O)OCCN1C(N(C(N(C1=O)CCOC(CC(C)S)=O)=O)CCOC(CC(C)S)=O)=O)C 1,3,5-tri(3-mercaptobutyryloxyethyl)-1,3,5-triazine-2,4,6(1H,3H,5H)-trione